3-(4-(ethylsulfonamido)phenyl)-5-(pyridin-2-ylamino)-1H-pyrazole-4-carboxamide C(C)S(=O)(=O)NC1=CC=C(C=C1)C1=NNC(=C1C(=O)N)NC1=NC=CC=C1